ClC1=CC=C(C(=N1)C1=C(C=NC=C1)F)NC(C)C=1C=2C3=C(N(C(C2C=C(C1)C)=O)C)N(N=C3)CC3CN(CC3)CC(F)F 9-(1-((6-Chloro-3'-fluoro-[2,4'-bipyridin]-3-yl)amino)ethyl)-3-((1-(2,2-difluoroethyl)pyrrolidin-3-yl)methyl)-4,7-dimethyl-3,4-dihydro-5H-pyrazolo[3,4-c]isoquinolin-5-one